2-(4-(5-amino-1,3,4-thiadiazol-2-yl)piperidin-1-yl)-3-(4-methoxypyridin-3-yl)benzonitrile NC1=NN=C(S1)C1CCN(CC1)C1=C(C#N)C=CC=C1C=1C=NC=CC1OC